N-((S)-2-((6-(3,5-dimethyl-1H-pyrazol-4-yl)pyridin-3-yl)amino)-1-((1r,4S)-4-methylcyclohexyl)-2-oxoethyl)-1-ethyl-1H-pyrazole-5-carboxamide CC1=NNC(=C1C1=CC=C(C=N1)NC([C@H](C1CCC(CC1)C)NC(=O)C1=CC=NN1CC)=O)C